3-bromo-1-(oxazolidin-2-yl)-1H-pyrazole BrC1=NN(C=C1)C1OCCN1